O=C1NC(CCC1N1C(C2=CC=C(C=C2C1)CNC(CC1C(C1)N1N=CC(=C1)C1=NC2=CC=CC=C2N=C1)=O)=O)=O N-((2-(2,6-dioxopiperidin-3-yl)-1-oxoisoindolin-5-yl)methyl)-2-(2-(4-(quinoxalin-2-yl)-1H-pyrazol-1-yl)cyclopropyl)acetamide